N12C=CCNC2CCCC1 1,5-diazabicyclo[4.4.0]decen